methyl 5-(3-cyclopropyl-1-(2-hydroxy-6-oxopiperidin-1-yl) propyl)-2-fluorophenylcarbamate C1(CC1)CCC(N1C(CCCC1=O)O)C=1C=CC(=C(C1)NC(OC)=O)F